2,3,6,7-tetrahydro-[1H]azepine N1CCC=CCC1